(tert-butyl 5-hydroxypyridin-2-yl) carbamate C(N)(OC1=NC=C(C=C1C(C)(C)C)O)=O